O1C[C@@H](CC1)CN1C=NC2=C1C=C(C=C2)C(=O)O 1-{[(3S)-oxolan-3-yl]methyl}-1H-1,3-benzodiazole-6-carboxylic acid